6-[(2R,4S)-2-(1-cyclopropylpyrazol-4-yl)tetrahydropyran-4-yl]-8-(2,4-difluorophenyl)-3-methyl-pyrido[3,2-d]triazin-4-one C1(CC1)N1N=CC(=C1)[C@@H]1OCC[C@@H](C1)C=1C=C(C=2N=NN(C(C2N1)=O)C)C1=C(C=C(C=C1)F)F